CC1=C(C(=O)P(C2=CC=CC=C2)(C2=CC=CC=C2)=O)C(=C(C=C1C)C)C 2,3,5,6-tetramethylbenzoyl-diphenyl-phosphine oxide